3-(chloromethyl)-6-(difluoromethoxy)pyridazine ClCC=1N=NC(=CC1)OC(F)F